(R)-4-(1-((2,5-dimethyl-4-(2-methylbenzamido)phenyl)sulfonylamino)ethyl)piperidine-1-carboxylic acid tert-butyl ester C(C)(C)(C)OC(=O)N1CCC(CC1)[C@@H](C)NS(=O)(=O)C1=C(C=C(C(=C1)C)NC(C1=C(C=CC=C1)C)=O)C